C(C1=CC=CC=C1)OC1=NC(=CC=C1C1=CC(=NC=C1)N1CCC(CC1)CCO)OCC1=CC=CC=C1 2-(1-(2,6-bis(benzyloxy)-[3,4'-bipyridin]-2'-yl)piperidin-4-yl)ethan-1-ol